rac-(2R,3R)-8-(5-((tert-butyldimethylsilyl)oxy)pentyl)-8-azaspiro[4.5]decane-2,3-diol [Si](C)(C)(C(C)(C)C)OCCCCCN1CCC2(C[C@H]([C@@H](C2)O)O)CC1 |r|